4-(5-(cyclopropylsulfonyl)-2-(((trans)-4-methylcyclohexyl)amino)phenyl)-2,6-dimethylpyridine 1-oxide C1(CC1)S(=O)(=O)C=1C=CC(=C(C1)C1=CC(=[N+](C(=C1)C)[O-])C)N[C@@H]1CC[C@H](CC1)C